tert-Butyl 6-(2-(6-(difluoromethyl)imidazo[1,2-a]pyrazin-3-yl)pyrimidin-4-yl)octahydro-1H-pyrrolo[2,3-c]pyridine-1-carboxylate FC(C=1N=CC=2N(C1)C(=CN2)C2=NC=CC(=N2)N2CC1C(CC2)CCN1C(=O)OC(C)(C)C)F